N-(amino(pyridin-2-yl)methyl)benzohydrazide NC(N(N)C(C1=CC=CC=C1)=O)C1=NC=CC=C1